di-tert-butyldicarbonic acid C(C)(C)(C)OC(OC(=O)OC(C)(C)C)=O